C(C)(C)([2H])C=1C(=NC=CC1)C1=NC2=C(C=C1C([2H])([2H])[2H])OC1=C2C=CC=C1 (isopropyl-d1)[(methyl-d3)benzofuropyridineyl]pyridine